7-(3-(1-(1-(3,5-difluorophenyl)ethyl)-1H-pyrazol-4-yl)-2,5-difluorophenyl)-[1,2,4]triazolo[1,5-a]pyridin-2-amine FC=1C=C(C=C(C1)F)C(C)N1N=CC(=C1)C=1C(=C(C=C(C1)F)C1=CC=2N(C=C1)N=C(N2)N)F